BrC1=C(C=C(C=C1)C(C)(C)C)CCO 2-(2-bromo-5-tert-butyl-phenyl)ethanol